ClC1=C(C=C(C=C1)F)[C@H]1C=2N(CC(N1)=O)C(=NC2NC(OC2=CC=C(C=C2)[N+](=O)[O-])=O)C(NC)=O 4-nitrophenyl (S)-(8-(2-chloro-5-fluorophenyl)-3-(methylcarbamoyl)-6-oxo-5,6,7,8-tetrahydroimidazo[1,5-a]pyrazin-1-yl)carbamate